O=N[C@@H](CC(C)C)C(=O)O keto-leucine